(1R,2R)-N,N'-dibenzyl-1,2-cyclohexanediamine C(C1=CC=CC=C1)N[C@H]1[C@@H](CCCC1)NCC1=CC=CC=C1